FC(C(=O)O)(F)F.OC[C@@]1(COC2=C1C=C(C=C2C(=O)NC)C(=O)NCC[C@H]2CNCCO2)C2=CC=CC=C2 |&1:9| (+/-)-3-(hydroxymethyl)-N7-methyl-N5-(2-((S)-morpholin-2-yl)ethyl)-3-phenyl-2,3-dihydrobenzofuran-5,7-dicarboxamide 2,2,2-trifluoroacetate